CN1C=NC=2N(C=3C=CC(=CC3C21)C2CC(=NO2)OC=2C=NC=NC2)C2=CC=C(C=C2)C(F)(F)F 5-[(5-{1-methyl-4-[4-(trifluoromethyl)phenyl]-1H,4H-imidazo[4,5-b]indol-7-yl}-4,5-dihydro-1,2-oxazol-3-yl)oxy]pyrimidine